N-(L-alanyl)-S-benzoyl-L-cysteine N[C@@H](C)C(=O)N[C@@H](CSC(C1=CC=CC=C1)=O)C(=O)O